BrC=1C(=C2NC(C(NC2=C(C1)C)=O)(C)C)Cl 6-bromo-5-chloro-3,3,8-trimethyl-3,4-dihydroquinoxalin-2(1H)-one